C1(CC1)[C@H](C1=CC=2N(N=C1)C=C(N2)[C@@H](NC(=O)C2=NON=C2C)C2CCC(CC2)(F)F)NC([C@H](CC(F)(F)F)C)=O |o1:33| N-((S)-(7-((R)-Cyclopropyl((S*)-4,4,4-trifluoro-2-methylbutanamido)methyl)imidazo[1,2-b]pyridazin-2-yl)(4,4-difluorocyclohexyl)methyl)-4-methyl-1,2,5-oxadiazole-3-carboxamide